C(OC1=C(C(=CC=C1)C(C)(C)C1=CC=CC=C1)C(C)(C)C1=CC=CC=C1)([O-])=O di-Cumylphenyl carbonate